6-methoxy-3'-(methoxycarbonyl)-[1,1'-biphenyl]-3-carboxylic acid COC1=CC=C(C=C1C1=CC(=CC=C1)C(=O)OC)C(=O)O